(4-methoxyphenyl)-N-propyl-2-(4-(trifluoromethyl)phenyl)Azole-4-carboxamide COC1=CC=C(C=C1)C1=C(NC=C1C(=O)NCCC)C1=CC=C(C=C1)C(F)(F)F